CCCCCCCCCCCCCC(=O)O[C@H](CCCCCCCCCCC)CC(=O)O[C@@H]1[C@H]([C@@H](O[C@@H]([C@H]1OP(=O)(O)O)CO)OC[C@@H]2[C@H]([C@@H]([C@H]([C@H](O2)OP(=O)(O)OP(=O)(O)OCCN)NC(=O)C[C@@H](CCCCCCCCCCC)O)OC(=O)C[C@@H](CCCCCCCCCCC)O)O)NC(=O)C[C@@H](CCCCCCCCCCC)OC(=O)CCCCCCCCCCC The molecule is a member of the class of lipid As in which the anomeric phosphate group of lipid A is replaced by 2-aminoethyl diphosphate. It is a member of lipid As, a dodecanoate ester and a tetradecanoate ester. It is a conjugate acid of a lipid A 1-(2-aminoethyl diphosphate)(3-).